5-(2'-Aminoethyl)aminonaphthalin NCCNC1=C2C=CC=CC2=CC=C1